(R)-4-(2-(4-(3-(3-chloro-4-cyanophenyl)-5,5-dimethyl-4-oxo-2-thioxoimidazolidin-1-yl)-2-ethylphenoxy)ethyl)-2-methylpiperazine-1-carboxylic acid tert-butyl ester C(C)(C)(C)OC(=O)N1[C@@H](CN(CC1)CCOC1=C(C=C(C=C1)N1C(N(C(C1(C)C)=O)C1=CC(=C(C=C1)C#N)Cl)=S)CC)C